F[C@@H]1[C@@]2(C1)CN(C(C1=CC=C(C=C12)I)=O)CC(=O)OC methyl 2-[(2's,4r)-2'-fluoro-6-iodo-1-oxo-spiro[3H-isoquinoline-4,1'-cyclopropane]-2-yl]acetate